CC1=C(OC=2C(=CC(N(C2)C)=O)C=2C3=C(C(N(C2)C)=O)N(C(=C3)C3=C(C=C(C=C3)CO)F)S(=O)(=O)C3=CC=C(C=C3)C)C(=CC=C1)C 5-(2,6-dimethylphenoxy)-4-{2-[2-fluoro-4-(hydroxymethyl)phenyl]-6-methyl-1-(4-methylbenzenesulfonyl)-7-oxopyrrolo[2,3-c]pyridin-4-yl}-1-methylpyridin-2-one